NCCCCN1CCN(CC1)C(=O)OC(C)(C)C tert-butyl 4-(4-amino-butyl)-piperazine-1-carboxylate